ClC1=CC=C(C2=C1C=C(O2)F)CO (4-chloro-2-Fluorobenzofuran-7-yl)methanol